ClC=1C=C(C=CC1OCC1=CC=C(C=C1)OC)NC1=NC=NC2=CC(=C(C=C12)[N+](=O)[O-])C#CC1[C@@H]2CN(C[C@H]12)C(=O)OC(C)(C)C tert-butyl (1r,5s,6s)-6-((4-((3-chloro-4-((4-methoxybenzyl) oxy) phenyl) amino)-6-nitroquinazolin-7-yl) ethynyl)-3-azabicyclo[3.1.0]hexane-3-carboxylate